1-(3-oxabicyclo[3.1.1]heptan-1-yl)-2-(4-(6-((4-chloro-2-fluorobenzyl)oxy)pyridin-2-yl)-2,5-difluorobenzyl)-1H-benzo[d]imidazole-6-carboxylic acid C12(COCC(C1)C2)N2C(=NC1=C2C=C(C=C1)C(=O)O)CC1=C(C=C(C(=C1)F)C1=NC(=CC=C1)OCC1=C(C=C(C=C1)Cl)F)F